OC(C)(C)C=1N(C(NN1)=O)C 5-(2-hydroxypropan-2-yl)-4-methyl-2,4-dihydro-3H-1,2,4-triazol-3-one